tert-Butyl (3R)-3-[2-[(4S,5R)-4-methyl-2-oxo-5-phenyl-oxazolidin-3-yl]-2-oxo-ethyl]pyrrolidine-1-carboxylate C[C@@H]1N(C(O[C@@H]1C1=CC=CC=C1)=O)C(C[C@@H]1CN(CC1)C(=O)OC(C)(C)C)=O